tert-butyl 4-(9-(1-hydroxyethyl)-4,7-dimethyl-5-oxo-4,5-dihydroimidazo[1,5-a]quinazolin-3-yl)piperidine-1-carboxylate OC(C)C=1C=C(C=C2C(N(C=3N(C12)C=NC3C3CCN(CC3)C(=O)OC(C)(C)C)C)=O)C